3-[5-(4-bromo-1,3-thiazol-2-yl)-1-ethyl-2-[2-(methoxymethyl)pyridin-3-yl]indol-3-yl]-2,2-dimethylpropan-1-ol BrC=1N=C(SC1)C=1C=C2C(=C(N(C2=CC1)CC)C=1C(=NC=CC1)COC)CC(CO)(C)C